(S)-4-(5-chloro-2-methylphenylethyl)-2-((4-(methylsulfonyl)phenoxy)methyl)piperazine-1-carboxylic acid tert-butyl ester C(C)(C)(C)OC(=O)N1[C@@H](CN(CC1)CCC1=C(C=CC(=C1)Cl)C)COC1=CC=C(C=C1)S(=O)(=O)C